3-(hexatriacont-8-en-18-yl)-1H-imidazol-3-ium CCCCCCCC=CCCCCCCCCC(CCCCCCCCCCCCCCCCCC)[N+]1=CNC=C1